(S)-1-(4,4-difluoro-2-(hydroxymethyl)pyrrolidin-1-yl)-2-(4-(2-(2,6-dimethylpyridin-4-yl)-3-isopropyl-1H-indol-5-yl)piperidin-1-yl)ethan-1-one Methyl-2,4-dihydroxy-3,6-dimethylbenzoate COC(C1=C(C(=C(C=C1C)O)C)O)=O.FC1(C[C@H](N(C1)C(CN1CCC(CC1)C=1C=C2C(=C(NC2=CC1)C1=CC(=NC(=C1)C)C)C(C)C)=O)CO)F